ethyl-ethoxyzinc C(C)[Zn]OCC